N1=C(C=CC=C1)OC(=O)N1CCNCC1 pyridin-2-yl-piperazine-1-carboxylate